1-((4-(di((isopropoxycarbonyl)oxy)methoxy-phosphoryl)phenyl)methyl)imidazo[4,5-b]pyridine-5-carboxamide C(C)(C)OC(=O)OC(OP(=O)=C1CC=C(C=C1)CN1C=NC2=NC(=CC=C21)C(=O)N)OC(=O)OC(C)C